ClC1=NC2=CC=CC(=C2C(=N1)Cl)OC 2,4-dichloro-5-methoxy-quinazoline